(2-butoxycyclohex-1-yl)methylamine C(CCC)OC1C(CCCC1)CN